butyl 2-aminoacetate hydrochloride Cl.NCC(=O)OCCCC